((4R,5R)-5-(2-nitrophenyl)-2-methyl-1,3-dioxolan-4-yl)methyl sulfamate S(N)(OC[C@H]1OC(O[C@@H]1C1=C(C=CC=C1)[N+](=O)[O-])C)(=O)=O